methyl 2-((4-((R)-2-(4-cyanophenyl)-2,3-dihydrobenzo[b][1,4]dioxin-5-yl) piperidin-1-yl) methyl)-1-((tetrahydrofuran-3-yl) methyl)-1H-benzo[d]imidazole-6-carboxylate C(#N)C1=CC=C(C=C1)[C@@H]1COC2=C(O1)C=CC=C2C2CCN(CC2)CC2=NC1=C(N2CC2COCC2)C=C(C=C1)C(=O)OC